C(CCCCCCCCCCC)NCCN(CCCCCCCCCCCC)CCCCCCCCCCCC N,N2,N2-tris(dodecyl)ethane-1,2-diamine